C(C1=CC=CC=C1)(C1=CC=CC=C1)N1CCC(CC1)N1CC2=CC=C(C=C2CC1)F 2-(1-benzhydryl-piperidin-4-yl)-6-fluoro-1,2,3,4-tetrahydroisoquinoline